1-Methyl-3-(naphthalen-1-yl)azetidin-3-amine CN1CC(C1)(N)C1=CC=CC2=CC=CC=C12